2-Methyl-5-(3-(difluoromethoxy)phenyl)-N-(3-(2-oxopropyl)-1,2,4-thiadiazol-5-yl)thiophene-3-Formamide CC=1SC(=CC1C(=O)NC1=NC(=NS1)CC(C)=O)C1=CC(=CC=C1)OC(F)F